1,2-diiodopropane ICC(C)I